Cl.C1(=CC=CC=C1)\C=C(/CC)\[C@H]1[C@@H](C1)N (Trans)-2-((E)-1-phenylbut-1-en-2-yl)cyclopropane-1-amine hydrochloride